CC=1C=C2N(N1)[C@]1(CN([C@@H](C1)C(=O)N)C([C@@H](N(C([C@@H](NC(C(F)(F)F)=O)C)=O)C)CC(C)C)=O)C(N2)=O (3R,5'S)-6-methyl-1'-(N-methyl-N-((2,2,2-trifluoroacetyl)-L-alanyl)-L-leucyl)-2-oxo-1,2-dihydrospiro[imidazo[1,2-b]pyrazole-3,3'-pyrrolidine]-5'-carboxamide